C(CCC)C(CO)CCCC 2-butyl-hexanol